(R)-2-(2,3-dihydrobenzo[b][1,4]dioxin-2-yl-7-d)-4,5-dihydro-1H-imidazole-4,4,5,5-d4 O1C2=C(OC[C@H]1C=1NC(C(N1)([2H])[2H])([2H])[2H])C=CC(=C2)[2H]